4-Oxo-N-phenethyl-4-(1-phenyl-3,4-dihydro-1H-isoquinolin-2-yl)butyric acid amide O=C(CCC(=O)NCCC1=CC=CC=C1)N1C(C2=CC=CC=C2CC1)C1=CC=CC=C1